(S)-(3-(1-amino-1,3-dihydrospiro[indene-2,4'-piperidin]-1'-yl)-6-(3-(3-(methylthio)phenoxy)prop-1-yn-1-yl)pyrazin-2-yl)methanol N[C@@H]1C2=CC=CC=C2CC12CCN(CC2)C=2C(=NC(=CN2)C#CCOC2=CC(=CC=C2)SC)CO